(R)-3-((4-(docosyloxy)phenyl)sulfonyl)-4-(4-(4-(1-ethylpiperidin-4-yl)piperazin-1-yl)piperidin-1-yl)-6-(methylsulfinyl)quinoline C(CCCCCCCCCCCCCCCCCCCCC)OC1=CC=C(C=C1)S(=O)(=O)C=1C=NC2=CC=C(C=C2C1N1CCC(CC1)N1CCN(CC1)C1CCN(CC1)CC)[S@](=O)C